N(C(=O)N)C=1C(NC=CC1)=O ureidopyridone